methyl (2S)-5-{[(benzyloxy)carbonyl]amino}-2-[(2S)-2-cyclopropyl-2-{[(2S)-pyrrolidin-2-yl]formamido}acetamido]pentanoate C(C1=CC=CC=C1)OC(=O)NCCC[C@@H](C(=O)OC)NC([C@@H](NC(=O)[C@H]1NCCC1)C1CC1)=O